NCCC=1C=NC(=NC1)C1=C(C=C(C=C1)F)C(=O)C1=CC(=NC(=C1)N1CCOCC1)C [2-[5-(2-aminoethyl)pyrimidin-2-yl]-5-fluorophenyl]-(2-methyl-6-morpholin-4-ylpyridin-4-yl)methanone